CC(=CCC/C(=C\\CC/C(=C\\CC/C(=C\\CC/C(=C\\CC/C(=C\\CC/C(=C\\CC/C(=C\\CC/C(=C\\CC/C(=C/COP(=O)([O-])OP(=O)([O-])[O-])/C)/C)/C)/C)/C)/C)/C)/C)/C)C The molecule is trianion of trans,poly-cis-decaprenyl diphosphate arising from deprotonation of the diphosphate OH groups; major species at pH 7.3. It is a conjugate base of a trans,poly-cis-decaprenyl diphosphate.